3-bromo-6-(trifluoro-methyl)pyridazine BrC=1N=NC(=CC1)C(F)(F)F